C(C1CO1)C=C(C(=O)O)CC(=O)O.C(C(=C)CC(=O)O)(=O)OCC1CO1 glycidyl itaconate (glycidyl itaconate)